CC(C(CCCCCCC)=O)=O decanedione